C(C1=CC=CC=C1)(C1=CC=CC=C1)=NC(C(=O)N)C=1N=C2N(C(C1)=O)C=C(C=C2)OC 2-(benzhydrylideneamino)-2-(7-methoxy-4-oxo-pyrido[1,2-a]pyrimidin-2-yl)acetamide